ClC=1C=C(C=CC1C)NC(=O)C1CN(C2=C(O1)C=CC=C2)C2=NC(=NC(=N2)Cl)Cl N-(3-chloro-4-methylphenyl)-4-(4,6-dichloro-1,3,5-triazin-2-yl)-3,4-dihydro-2H-benzo[b][1,4]oxazine-2-carboxamide